C(CC)SC=1NC(C2=C(N1)NC(CC2C2=CC(=C(C=C2)OC)[N+](=O)[O-])=O)=O 2-propylmercapto-5-(4-methoxy-3-nitrophenyl)-5,6-dihydropyrido[2,3-d]pyrimidine-4,7(3H,8H)-dione